tertbutyl N-[(1r,4r)-4-ethynylcyclohexyl]carbamate C(#C)C1CCC(CC1)NC(OC(C)(C)C)=O